C1(=CC=CC=C1)C=1C=2C=3C=CC4=C(C3NC2C=CC1)SC1=C4C=CC=C1 4-phenyl-12H-1-benzothieno[2,3-a]carbazole